CS(=O)(=O)C=1C=C(C=NC1)C1=CC(=NC=C1)C=1NC(=CN1)C1=CC=CC=C1 5-(Methylsulfonyl)-2'-(5-phenyl-1H-imidazol-2-yl)-3,4'-bipyridin